(2R,3R,4R,5S,6R)-2-(4-chloro-3-(4-ethoxybenzyl)phenyl)-6-(hydroxymethyl)tetrahydro-2H-pyran-3,4,5-triol ClC1=C(C=C(C=C1)[C@H]1O[C@@H]([C@H]([C@@H]([C@H]1O)O)O)CO)CC1=CC=C(C=C1)OCC